3-(12-(tertbutylamino)-12-oxododecanamido)propanoic acid C(C)(C)(C)NC(CCCCCCCCCCC(=O)NCCC(=O)O)=O